4-(4'-(1H-1,2,3-triazol-5-yl)-[1,1'-biphenyl]-4-yl)-1H-1,2,3-triazole-5-carboxylic acid N1N=NC=C1C1=CC=C(C=C1)C1=CC=C(C=C1)C=1N=NNC1C(=O)O